COC1=C(C=NC=C1)NCC#CC=1N(C2=CC=CC(=C2C1)NC1CCS(CC1)(=O)=O)CC(F)(F)F 4-((2-(3-((4-methoxypyridin-3-yl)amino)prop-1-yn-1-yl)-1-(2,2,2-trifluoroethyl)-1H-indol-4-yl)amino)tetrahydro-2H-thiopyran 1,1-dioxide